6-(hydroxymethyl)pyridine-3-carboxamide OCC1=CC=C(C=N1)C(=O)N